9-methyl-3,4,7,15-tetraazatricyclo[12.3.1.02,6]Octadecan-1(18),2(6),4,14,16-pentaen-8-one CC1C(NC=2C=NNC2C=2C=CN=C(CCCC1)C2)=O